(E)-4-(2-(2-hydroxy-5-fluorophenyl)-2-(4-fluorophenyl)vinyl)-1-methylpyridine bromide [Br-].OC1=C(C=C(C=C1)F)/C(=C/C1=CCN(C=C1)C)/C1=CC=C(C=C1)F